bis(methylallyl)palladium CC=CC[Pd]CC=CC